1-[2-(5-fluoro-1,3-benzoxazol-2-ylamino)-1,3-benzoxazol-5-yl]-1-ethanol FC=1C=CC2=C(N=C(O2)NC=2OC3=C(N2)C=C(C=C3)C(C)O)C1